3-(6-bromo-7-methoxy-1-oxo-isoindolin-2-yl)piperidine-2,6-dione BrC1=CC=C2CN(C(C2=C1OC)=O)C1C(NC(CC1)=O)=O